CN(C(=O)C=1C=CC(=C2C=CC=NC12)NC1CCN(CC1)CC(N1[C@@H](C[C@@H](C1)F)C#N)=O)C N,N-Dimethyl-5-[[1-[2-oxo-2-[(2S,4S)-2-cyano-4-fluoro-pyrrolidin-1-yl]ethyl]-4-piperidyl]amino]chinolin-8-carboxamid